N-(5-(4-(4,5-difluoro-2-(2-hydroxybutan-2-yl)phenyl-amino)-1,3,5-triazin-2-ylamino)-2-((R)-3-(dimethylamino)pyrrolidin-1-yl)-4-methoxyphenyl)acrylamide FC1=CC(=C(C=C1F)NC1=NC(=NC=N1)NC=1C(=CC(=C(C1)NC(C=C)=O)N1C[C@@H](CC1)N(C)C)OC)C(C)(CC)O